[Cl-].CN1C=[N+](C=C1)C1C(CCCCCCCCC(CCCC1)CCCCCCCCCCCCCCCCCC)C1=CC=CC=C1 1-methyl-3-(7-octadecyl-1-phenylcyclopentadec-2-yl)-1H-imidazol-3-ium chloride